5-(1-((3R,7R)-2-(4-chloro-3-fluorobenzoyl)-3,7-dimethyl-10-oxo-1,3,4,7,8,10-Hexahydropyrido[4',3':3,4]Pyrazolo[1,5-a]Pyrazin-9(2H)-yl)ethyl)picolinic acid methyl ester COC(C1=NC=C(C=C1)C(C)N1C(C=2N([C@@H](C1)C)N=C1C2CN([C@@H](C1)C)C(C1=CC(=C(C=C1)Cl)F)=O)=O)=O